4-(4-Chloro-2-fluorophenyl)-5-[4-[(3S)-1-(3-fluoropropyl)pyrrolidin-3-yl]oxyphenyl]-1,1-dioxo-2,3-dihydro-1λ6-benzothiepin-8-ol ClC1=CC(=C(C=C1)C=1CCS(C2=C(C1C1=CC=C(C=C1)O[C@@H]1CN(CC1)CCCF)C=CC(=C2)O)(=O)=O)F